2-(methylsulfonyl)-4-(1H-pyrazol-1-yl)-6-(trifluoromethyl)pyrimidine methyl-4,6-dichloropyrimidine-2-carboxylate COC(=O)C1=NC(=CC(=N1)Cl)Cl.CS(=O)(=O)C1=NC(=CC(=N1)N1N=CC=C1)C(F)(F)F